5-(benzo[d]oxazol-2-yl)-2-chloroisonicotinic acid methyl ester COC(C1=CC(=NC=C1C=1OC2=C(N1)C=CC=C2)Cl)=O